FCCCN1N=C2C=C(C=C(C2=C1)C=1SC(=CN1)C)C(=O)N[C@H](C)C=1C=NC(=NC1)C(F)(F)F (R)-2-(3-fluoropropyl)-4-(5-methylthiazol-2-yl)-N-(1-(2-(trifluoromethyl)pyrimidin-5-yl)ethyl)-2H-indazole-6-carboxamide